ClC1=C(C(=CC=C1F)F)C(C)OC=1C=C(C=NC1N)C1=CC=NC=C1 5-[1-(2-chloro-3,6-difluoro-phenyl)-ethoxy]-[3,4']bipyridinyl-6-ylamine